FC1=C(C=C(C=C1)C(NCCN1[C@H](CCC1)C)=O)NC(=O)C=1C=NN2C1C=NC(=C2)C=2C=NN(C2)C (S)-N-(2-fluoro-5-((2-(2-methylpyrrolidin-1-yl)ethyl)carbamoyl)phenyl)-6-(1-methyl-1H-pyrazol-4-yl)pyrazolo[1,5-a]pyrazine-3-carboxamide